O=C1NC(CCC1NC1=CC=C(C=C1)N1CCN(CC1)CCCCCCCCNC(=O)C=1C=NN2C1N=C(C=C2)N2[C@H](CCC2)C2=C(C=CC(=C2)F)F)=O |r| N-[8-[4-[4-[(2,6-dioxo-3-piperidyl)amino]phenyl]piperazin-1-yl]octyl]-5-[rac-(2R)-2-(2,5-difluorophenyl)pyrrolidin-1-yl]pyrazolo[1,5-a]pyrimidine-3-carboxamide